C(CCCCCCCCC(=O)[O-])(=O)[O-] SEBACAT